NC1=NN2C(C=C(C=C2)C2=C3C=NN(C3=CC(=C2)C(=O)NC=2C=NN(C2)C(C)C2=CC=C(C=C2)F)C)=N1 4-(2-amino-[1,2,4]triazolo[1,5-a]pyridin-7-yl)-N-(1-(1-(4-fluorophenyl)ethyl)-1H-pyrazol-4-yl)-1-methyl-1H-indazole-6-carboxamide